1,1',5'-tri-tert-butyl 2'-{2-[(tert-butoxycarbonyl)amino]pyrimidin-4-yl}-3'-iodo-4'-oxo-6'H-spiro[piperidine-4,7'-pyrrolo[3,2-c]pyridine]-1,1',5'-tricarboxylate C(C)(C)(C)OC(=O)NC1=NC=CC(=N1)C1=C(C=2C(N(CC3(C2N1C(=O)OC(C)(C)C)CCN(CC3)C(=O)OC(C)(C)C)C(=O)OC(C)(C)C)=O)I